(R)-2-methyl-N-(1-(1-(3-chlorobenzoyl)-2,3-dihydro-1H-indol-5-yl)ethyl)propane-2-sulfinamide CC(C)(C)[S@@](=O)NC(C)C=1C=C2CCN(C2=CC1)C(C1=CC(=CC=C1)Cl)=O